5-Chloro-2-[2-[5-(trifluoromethyl)-2-pyridinyl]phenoxy]-pyrimidine ClC=1C=NC(=NC1)OC1=C(C=CC=C1)C1=NC=C(C=C1)C(F)(F)F